Ethyl 2'-{[(2S)-1,4-Dioxan-2-yl]methyl}-8'-(trifluoromethyl)-2',5'-dihydrospiro[cyclopropan-1,4'-furo[2,3-g]indazol]-7'-carboxylat O1[C@H](COCC1)CN1N=C2C3=C(CC4(C2=C1)CC4)OC(=C3C(F)(F)F)C(=O)OCC